[Mo+4].[N+](=O)([O-])C1=CC=C(O[P@@](=O)(OC2=CC=CC=C2)NC(C(=O)[O-])C)C=C1.C(=O)(O)C1=CC=C(C=C1)[Zn+].[N+](=O)([O-])C1=CC=C(O[P@@](=O)(OC2=CC=CC=C2)NC(C(=O)[O-])C)C=C1.[N+](=O)([O-])C1=CC=C(O[P@@](=O)(OC2=CC=CC=C2)NC(C(=O)[O-])C)C=C1.[N+](=O)([O-])C1=CC=C(O[P@@](=O)(OC2=CC=CC=C2)NC(C(=O)[O-])C)C=C1.[N+](=O)([O-])C1=CC=C(O[P@@](=O)(OC2=CC=CC=C2)NC(C(=O)[O-])C)C=C1 (4-carboxyl-phenyl)zinc (((S)-(4-nitrophenoxy)(phenoxy)phosphoryl)amino)propionate molybdenum